1,4-dimethyl-2-(4-(methylsulfonyl)phenyl)-6-(1-(8-(tetrahydro-2H-pyran-4-yl)-8-azabicyclo[3.2.1]oct-3-yl)piperidin-4-yl)-1H-benzo[d]imidazole CN1C(=NC2=C1C=C(C=C2C)C2CCN(CC2)C2CC1CCC(C2)N1C1CCOCC1)C1=CC=C(C=C1)S(=O)(=O)C